3-(((5S,7S)-7-fluoro-5-phenyl-6,7-dihydro-5H-pyrrolo[1,2-b][1,2,4]triazol-2-yl)thio)cyclobutanone F[C@H]1C[C@H](N2N=C(N=C21)SC2CC(C2)=O)C2=CC=CC=C2